BrC1=CC(=C(C(=C1)Cl)O)Cl 4-bromo-2,6-dichlorophenol